N-(3-(3,3-dimethyl-2-oxopyrrolidin-1-yl)-1-(oxetan-3-yl)-1H-pyrazol-4-yl)-2-(2-((2,2,2-trifluoroethyl)amino)pyridin-4-yl)-1,3-oxazole-4-carboxamide CC1(C(N(CC1)C1=NN(C=C1NC(=O)C=1N=C(OC1)C1=CC(=NC=C1)NCC(F)(F)F)C1COC1)=O)C